CC=1C(=NC=CC1)NC1=NC(=NN1)C1=NC=C(C=C1)OC1CCN(CC1)C 3-methyl-N-(3-(5-(1-methyl-piperidin-4-yloxy)pyridin-2-yl)-1H-1,2,4-triazol-5-yl)pyridin-2-amine